C(#N)C(C)(C)C1=CC(=C(C=N1)N(C(OC(C)(C)C)=O)CC#C)OC tert-butyl (6-(2-cyanopropan-2-yl)-4-methoxypyridin-3-yl)(prop-2-yn-1-yl)carbamate